(R)-1-(2-ethyl-4-(8-((2-fluoro-4-((7-fluoro-1-methyl-1H-benzo[d]imidazol-5-yl)oxy)-3-methylphenyl)amino)pyrimido[5,4-d]pyrimidin-2-yl)piperazin-1-yl)prop-2-en-1-one C(C)[C@H]1N(CCN(C1)C=1N=CC2=C(N1)C(=NC=N2)NC2=C(C(=C(C=C2)OC2=CC1=C(N(C=N1)C)C(=C2)F)C)F)C(C=C)=O